tert-butyl trans-3-(4-(1-methyl-2-oxo-1,2-dihydropyridin-4-yl)-1H-1,2,3-triazol-1-yl)-4-(4-(trifluoromethyl)benzyloxy)pyrrolidine-1-carboxylate CN1C(C=C(C=C1)C=1N=NN(C1)[C@@H]1CN(C[C@H]1OCC1=CC=C(C=C1)C(F)(F)F)C(=O)OC(C)(C)C)=O